CCCCCCCC(=O)OCC(CCC)CCCCC propylheptyl caprylate